2-((tert-Butyldimethylsilanyloxy)ethoxy)-2-methoxybenzoic acid [Si](C)(C)(C(C)(C)C)OCCOC1(C(C(=O)O)C=CC=C1)OC